NCCCCCCN[C@@H]1C[C@H](CC1)NC1=NC=C(C(=N1)C1=CNC2=CC=CC=C12)Cl (1S,3S)-N1-(6-aminohexyl)-N3-(5-chloro-4-(1H-indol-3-yl)pyrimidin-2-yl)cyclopentane-1,3-Diamine